[Cr].[Fe].[Ni].C1(CC1)C=1C=NC(=NC1)N1CCN(CC1)C(=O)[C@H]1N(CC(C1)(F)F)C=1C=CC=2N(N1)C(=NN2)C(F)(F)F [4-(5-Cyclopropylpyrimidin-2-yl)piperazin-1-yl]-[(2S)-4,4-difluoro-1-[3-(trifluoromethyl)-[1,2,4]triazolo[4,3-b]pyridazin-6-yl]pyrrolidin-2-yl]methanone nickel-iron-chromium